7-methoxy-3-(1-methoxy-2-methylpropan-2-yl)-3,4-dihydropyrazino[1,2-b]indazole COC1=CC=CC2=C3N(N=C12)CC(N=C3)C(COC)(C)C